BrC1=NN2CC(N(CCC2=C1)C1CC1)=O 2-bromo-6-cyclopropyl-4H,5H,6H,7H,8H-pyrazolo[1,5-d][1,4]diazepin-7-one